OCC1(CC1)C1=CC(=CC(=N1)N1C(C2=CC=CC(=C2C1)C(F)(F)F)=O)C1=C(C=CC=C1)C1=NN=CN1C 2-(6-(1-(Hydroxymethyl)cyclopropyl)-4-(2-(4-methyl-4H-1,2,4-triazol-3-yl)phenyl)pyridin-2-yl)-4-(trifluoromethyl)isoindolin-1-one